BrC[C@@H]1N(CCC1)C1=C(C=C2C(C(=CN(C2=C1)C1=CC=C(C=C1)OCC1=CC=C(C=C1)OC)C(=O)OCC)=O)F ethyl (R)-7-(2-(bromomethyl)pyrrolidin-1-yl)-6-fluoro-1-(4-((4-methoxybenzyl)oxy)phenyl)-4-oxo-1,4-dihydroquinoline-3-carboxylate